2-(5-chloro-6-(1,1-difluoroethyl)pyridin-3-yl)acetic acid ClC=1C=C(C=NC1C(C)(F)F)CC(=O)O